COC1=CC=C(OC=2N=C3SC=CN3C2[N+](=O)[O-])C=C1 6-(4-methoxyphenoxy)-5-nitroimidazo[2,1-B]thiazole